9-(2-Methoxy-ethoxy)-6,6-dimethyl-8-(4-morpholin-4-yl-piperidin-1-yl)-11-oxo-6,11-dihydro-5H-benzo[b]carbazole-3-carbonitrile COCCOC1=CC2=C(C(C=3NC4=CC(=CC=C4C3C2=O)C#N)(C)C)C=C1N1CCC(CC1)N1CCOCC1